6-(2-(methylsulfonyl)pyrimidine-5-carboxamido)hexanoic acid CS(=O)(=O)C1=NC=C(C=N1)C(=O)NCCCCCC(=O)O